2-(3-(3,3-difluoro-1-(4-methyl-4H-1,2,4-triazol-3-yl)cyclopentyl)phenyl)-6-(((1-methylcyclobutyl)amino)methyl)-4-(trifluoromethyl)isoindolin-1-one FC1(CC(CC1)(C1=NN=CN1C)C=1C=C(C=CC1)N1C(C2=CC(=CC(=C2C1)C(F)(F)F)CNC1(CCC1)C)=O)F